2-(1-methylvinyl)phenol CC(=C)C1=C(C=CC=C1)O